1-(piperazin-1-yl)-3-[2-(trifluoromethyl)[1,1'-biphenyl]-4-yl]prop-2-yn-1-one monotrifluoroacetate FC(C(=O)O)(F)F.N1(CCNCC1)C(C#CC1=CC(=C(C=C1)C1=CC=CC=C1)C(F)(F)F)=O